4-(((7-bromo-5-fluoro-4-oxo-3,4-dihydroquinazolin-2-yl)methyl)thio)piperidine-1-carboxylic acid tert-butyl ester C(C)(C)(C)OC(=O)N1CCC(CC1)SCC1=NC2=CC(=CC(=C2C(N1)=O)F)Br